ClC=1C=C(OC2C(C(C2(C)C)NC(=O)C=2N=NC(=CC2)N2CCN(CC2)CC2=CC(=CC=C2)NC2C(NC(CC2)=O)=O)(C)C)C=CC1C#N N-((1r,3r)-3-(3-chloro-4-cyanophenoxy)-2,2,4,4-tetramethylcyclobutyl)-6-(4-(3-((2,6-dioxopiperidin-3-yl)amino)benzyl)piperazin-1-yl)pyridazine-3-carboxamide